(E)-14-((tert-butyldiphenylsilyl)oxy)-3-nonyltetradec-2-enoic acid ethyl ester C(C)OC(\C=C(\CCCCCCCCCCCO[Si](C1=CC=CC=C1)(C1=CC=CC=C1)C(C)(C)C)/CCCCCCCCC)=O